CN(CCCC(=O)OC(CCCCCCCC\C=C/CCCCCC(=O)OCC)CCCCCCCCC)C ethyl (7Z)-17-{[4-(dimethylamino)butanoyl]oxy}hexacos-7-enoate